1,4-bis[3-(triethoxysilyl)propyl]piperazine C(C)O[Si](CCCN1CCN(CC1)CCC[Si](OCC)(OCC)OCC)(OCC)OCC